N-hydroxyl-1-((4'-((dimethylamino)methyl)-[1,1'-biphenyl]-4-yl)sulfonyl)-1,2,3,6-tetrahydropyridine-4-formamide ONC(=O)C=1CCN(CC1)S(=O)(=O)C1=CC=C(C=C1)C1=CC=C(C=C1)CN(C)C